5-[3-(isopropylcarbamoyloxy)cyclopentyl]-1-(2-trimethylsilylethoxymethyl)pyrrolo[2,3-b]pyridine-2-carboxylic acid C(C)(C)NC(=O)OC1CC(CC1)C=1C=C2C(=NC1)N(C(=C2)C(=O)O)COCC[Si](C)(C)C